4-Aminobutylmethyldiethoxy-silane NCCCC[Si](OCC)(OCC)C